COC(C1=C(C=CC(=C1)S(=O)(=O)N1C(CCC2=CC(=CC=C12)CC)CC)O)=O 5-((2,6-diethyl-3,4-dihydroquinolin-1(2H)-yl)sulfonyl)-2-hydroxybenzoic acid methyl ester